BrC=1C=CC(=NC1)C1CCN(CC1)C(C)=O 1-[4-(5-bromopyridin-2-yl)piperidin-1-yl]ethan-1-one